FC1=C2C=CN(C2=CC=C1)[C@@H]1CC[C@@H](CC1)N1CCN(CC1)C=1N=NC(=CC1C=1C=NN(C1)C)Cl 4-fluoro-1-[cis-4-{4-[6-chloro-4-(1-methyl-1H-pyrazol-4-yl)pyridazin-3-yl]piperazin-1-yl}cyclohexyl]-1H-indole